C(C=C)(=O)N1C[C@@H](CCCC1)N1C(=NC2=C1C(=C(C=C2)OC(=O)N2CCOCC2)Cl)NC(C2=CC(=NC=C2)C)=O (R)-1-(1-acryloylazepan-3-yl)-7-chloro-2-(2-methylisonicotinamido)-1H-benzo[d]imidazol-6-ylmorpholine-4-carboxylate